(R)-4-propyl-pyrrolidine Methyl-2-(4-bromo-3-fluorobenzyl)-1-((1-(cyanomethyl)cyclopropyl)methyl)-1H-benzo[d]imidazole-6-carboxylate COC(=O)C=1C=CC2=C(N(C(=N2)CC2=CC(=C(C=C2)Br)F)CC2(CC2)CC#N)C1.C(CC)[C@@H]1CCNC1